(S) and (R)-2-(1-((tert-butyldimethylsilyl)oxy)-2-hydroxypropan-2-yl)-4-(((tert-butyldimethylsilyl)oxy)methyl)thiazole-5-sulfonamide [Si](C)(C)(C(C)(C)C)OC[C@](C)(O)C=1SC(=C(N1)CO[Si](C)(C)C(C)(C)C)S(=O)(=O)N |r|